Methyl-2-(4-methylnaphthalen-1-yl)-5-[1-(phenylsulfonyl)-1H-pyrrolo[2,3-b]pyridin-4-yl]-1-{[2-(trimethylsilyl) ethoxy]methyl}-1H-pyrrole-3-carboxylate COC(=O)C1=C(N(C(=C1)C1=C2C(=NC=C1)N(C=C2)S(=O)(=O)C2=CC=CC=C2)COCC[Si](C)(C)C)C2=CC=C(C1=CC=CC=C21)C